COC(=O)C1=CC=C2C(=N1)NC=C2 1H-pyrrolo[2,3-b]pyridine-6-carboxylic acid methyl ester